COC[C@H](C(=O)N[C@@H](CCOC1=CC=CC=C1)B(O)O)NC(C1=NC=CC=C1)=O ((R)-1-((R)-3-methoxy-2-(picolinamido)propanamido)-3-phenoxypropyl)boronic acid